O\N=C(\C1=CC=CC=C1)/Cl (Z)-N-hydroxyiminobenzyl chloride